(chloromethyl)-2-methoxypyridine hydrochloride Cl.ClCC=1C(=NC=CC1)OC